N[C@@H]1C[C@@H](OC[C@H]1OC)C(=O)N1[C@H](C2=CC=CC=C2CC1)C1=CC=C(C=C1)F ((2r,4r,5S)-4-amino-5-methoxytetrahydro-2H-pyran-2-yl)((S)-1-(4-fluorophenyl)-3,4-dihydroisoquinolin-2(1H)-yl)methanone